2,8-diazaspiro[4.5]Decane-2-carboxylic acid (S)-tert-butyl ester C(C)(C)(C)OC(=O)N1CC2(CC1)CCNCC2